5-(2-aminoethoxy)-N-(1-(3-methoxynaphthalen-1-yl)cyclopropyl)-2-methylbenzamide NCCOC=1C=CC(=C(C(=O)NC2(CC2)C2=CC(=CC3=CC=CC=C23)OC)C1)C